C(C)(=O)C1(CC=2C(C(CC(C2C=C1)(C)C)C)(C)C)C 6-acetyl-1,1,3,4,4,6-hexamethyltetralin